n-nonyl-cyanoacrylate C(CCCCCCCC)C=C(C(=O)[O-])C#N